Tert-butyl (R)-2-(((1-benzylpiperidin-4-yl) oxy) methyl)-3-methylbutyrate C(C1=CC=CC=C1)N1CCC(CC1)OC[C@H](C(=O)OC(C)(C)C)C(C)C